ClC1=C(C(=O)NC=2C=C3C=C(N(C3=CC2)COC)C(=O)NC2=CC=C(C=C2)C2CCCCC2)C=C(C=C1)CNC(C(C)C)=O 5-(2-chloro-5-(isobutyrylaminomethyl)benzoylamino)-N-(4-cyclohexylphenyl)-1-(methoxymethyl)-1H-indole-2-carboxamide